CN1N=C(C2=NC(=CC=C21)N=C(C2=CC=CC=C2)C2=CC=CC=C2)C=2C=NN(C2)C(F)(F)F N-(1-methyl-3-(1-(trifluoromethyl)-1H-pyrazol-4-yl)-1H-pyrazolo[4,3-b]pyridin-5-yl)-1,1-diphenylmethanimine